samarium telluride [Te-2].[Sm+3].[Te-2].[Te-2].[Sm+3]